(R,E)-2-methyl-N-[1-[3-(2-methyl-4-pyridyl)-1,2,4-thiadiazol-5-yl]ethylidene]propane-2-sulfinamide CC(C)(C)[S@@](=O)/N=C(\C)/C1=NC(=NS1)C1=CC(=NC=C1)C